ClC=1C=CC(=C(C(=O)N[C@H](C(C(=O)NC2CC2)=O)C[C@H]2C(N[C@@H](C2)C)=O)C1)NC(=O)C1(CCC1)C(F)(F)F 5-chloro-N-[(1S)-3-(cyclopropylamino)-1-[[(3S,5R)-5-methyl-2-oxo-pyrrolidin-3-yl]methyl]-2,3-dioxo-propyl]-2-[[1-(trifluoromethyl)cyclobutanecarbonyl]amino]benzamide